C(C)OC(/C(=C/CN[C@@H]1COCC1)/F)=O.CC1=CC(=CO1)[C@H]1N(OCC1)C(=O)C1CCN(CC1)C1=CC(=NC=N1)C(=O)N (S)-6-(4-(3-(5-methylfuran-3-yl)isoxazolidine-2-carbonyl)piperidin-1-yl)pyrimidine-4-carboxamide ethyl-(S,Z)-2-fluoro-4-((tetrahydrofuran-3-yl)amino)but-2-enoate